2-((S)-1-acryloyl-4-((R)-6-chloro-2-(3-(dimethylamino)azetidin-1-yl)-8-fluoro-7-(5-methyl-1H-indazol-4-yl)quinazolin-4-yl)piperazin-2-yl)acetonitrile C(C=C)(=O)N1[C@H](CN(CC1)C1=NC(=NC2=C(C(=C(C=C12)Cl)C1=C2C=NNC2=CC=C1C)F)N1CC(C1)N(C)C)CC#N